C[C@@H]1CN(C[C@@H](N1)C)C=1C=C2C(=CC(=NC2=NC1)C1=CC2=CN(N=C2C(=C1O)C)C)C1=NN=CN1 5-{6-[(3R,5S)-3,5-dimethylpiperazin-1-yl]-4-(4H-1,2,4-triazol-3-yl)-1,8-naphthyridin-2-yl}-2,7-dimethylindazol-6-ol